(1-methyl-2-oxopyrrolidin-3-yl)methyl 4-methylbenzene-1-sulfonate CC1=CC=C(C=C1)S(=O)(=O)OCC1C(N(CC1)C)=O